NC1=C(C=C(C=C1)C=1C=NC(=C(C1)OC)OC)C(C)=O 1-(2-Amino-5-(5,6-dimethoxypyridin-3-yl)phenyl)ethan-1-one